(2-Bromo-5-(2-(dimethylamino)ethoxy)pyridin-4-yl)carbamic acid tert-butyl ester C(C)(C)(C)OC(NC1=CC(=NC=C1OCCN(C)C)Br)=O